1-((6-(Benzyloxy)hex-1-en-2-yl)oxy)-4-methylpyridin C(C1=CC=CC=C1)OCCCCC(=C)ON1CC=C(C=C1)C